1-{[1-(4-fluoro-2-iodophenyl)-3-methyl-1H-pyrazol-5-yl]methyl}-1H-imidazole-4-carbonitrile FC1=CC(=C(C=C1)N1N=C(C=C1CN1C=NC(=C1)C#N)C)I